(S)-t-butylmethylphosphine C(C)(C)(C)PC